7-(4-(dimethylamino)piperidin-1-yl)pyrido[3,4-d]pyridazin-4(3H)-one CN(C1CCN(CC1)C1=CC2=C(C(NN=C2)=O)C=N1)C